hepteneoic acid C(C=CCCCC)(=O)O